2-iodo-N-(2-phenylethyl)acetamide ICC(=O)NCCC1=CC=CC=C1